The molecule is a dicarboxylic acid dianion and a hydroxymalonate. It derives from a malonate(2-). It is a conjugate base of a hydroxymalonate(1-). C(C(=O)[O-])(C(=O)[O-])O